1-hydroxyethyl-2,3-dimethylimidazole p-toluenesulfonate CC1=CC=C(C=C1)S(=O)(=O)O.OC(C)C=1N(C(=NC1)C)C